FC(C(C(=O)OCC)(C1=C(C=CC=C1)C)O)(F)F ethyl 3,3,3-trifluoro-2-hydroxy-2-o-tolylpropanoate